2,6-difluorobenzeneFormic acid FC1=C(C(=CC=C1)F)C(=O)O